ClC1=CC2=C(C=N1)C(=NN2C2=C(C=C(C(=O)OC(C)(C)C)C=C2)OC)C tert-Butyl 4-(6-chloro-3-methyl-1H-pyrazolo[4,3-c]pyridin-1-yl)-3-methoxybenzoate